(sulfooxy)-azetidin S(=O)(=O)(O)ON1CCC1